(4-((difluoromethoxy)methyl)phenyl)methanol FC(OCC1=CC=C(C=C1)CO)F